propan-2-aminium CC(C)[NH3+]